3-(6-chloropyridin-3-yl)-5-(trifluoromethyl)-1,2,4-oxadiazole ClC1=CC=C(C=N1)C1=NOC(=N1)C(F)(F)F